chlorobenzyl (4-((1-(methylsulfonyl) piperidin-4-yl)methyl)phenyl)carbamate CS(=O)(=O)N1CCC(CC1)CC1=CC=C(C=C1)NC(OC(C1=CC=CC=C1)Cl)=O